1,6-dihydro-[2,2'-bipyridine]-5-carboxamide N1C(=CC=C(C1)C(=O)N)C1=NC=CC=C1